O1[C@@H]2CN([C@H](C3=C1C=CC=C3)C2)C(=O)[C@H]2C(CC2)(C)C |&1:14| [(2S,5S)-2,3-dihydro-2,5-methano-1,4-benzoxazepin-4(5H)-yl]-[(R and S)-2,2-dimethylcyclobutyl]methanone